CSC1=C(C(=C(CCN)C=C1)OC)OC 4-methylthio-2,3-dimethoxy-phenethylamine